(2,5-Dioxopyrrolidin-3-yl)carbamic acid tert-butyl ester C(C)(C)(C)OC(NC1C(NC(C1)=O)=O)=O